trans-5-(2-(3-(3-(tert-butylsulfonyl)azetidin-1-yl)-4,5-difluorophenyl)cyclopropyl)-2,2'-bipyrimidine C(C)(C)(C)S(=O)(=O)C1CN(C1)C=1C=C(C=C(C1F)F)[C@H]1[C@@H](C1)C=1C=NC(=NC1)C1=NC=CC=N1